C(C1CO1)OCCC[Si](C(C)C)(C(C)C)OC γ-glycidoxypropylmethoxydiisopropylsilane